1-(2-cyclopropyl-5-methylphenoxy)-N-((6-fluoropyridin-2-yl)sulfonyl)cyclopropane-1-carboxamide C1(CC1)C1=C(OC2(CC2)C(=O)NS(=O)(=O)C2=NC(=CC=C2)F)C=C(C=C1)C